[4-(trifluoromethyl)phenylmethyl]-3H-imidazo[4,5-b]pyridin-2-one FC(C1=CC=C(C=C1)CN1C(NC=2C1=NC=CC2)=O)(F)F